N[C@@H](CCC(=O)OC(C)(C)C)C(=O)N tertbutyl (S)-4,5-diamino-5-oxopentanoate